2-fluoro-1,3-bis(methoxymethoxy)benzene FC1=C(C=CC=C1OCOC)OCOC